3'-fluoro-3'-deoxyuridine-2'-phosphate P(=O)(O)(O)O[C@H]1[C@@H](O[C@@H]([C@H]1F)CO)N1C(=O)NC(=O)C=C1